tert-butyl (3-((6-((5-(2,3-dihydrobenzo[b][1,4]dioxine-6-carboxamido)-2-methylphenyl)carbamoyl)quinolin-2-yl)oxy)propyl)(methyl)carbamate O1C2=C(OCC1)C=C(C=C2)C(=O)NC=2C=CC(=C(C2)NC(=O)C=2C=C1C=CC(=NC1=CC2)OCCCN(C(OC(C)(C)C)=O)C)C